[Cl-].C(=O)(O)CN1CC=CC=C1 N-carboxymethyl-pyridine chloride salt